ClC=1N=CC=C2C=C(N=CC12)CC(=O)N (8-chloro-2,7-naphthyridin-3-yl)acetamide